[Na+].C(C)(P([O-])(=O)C)=NNC(=S)N acetylmethylphosphinate thiosemicarbazone sodium salt